FC1=C(C=C(C(=C1)C1=NC(=CC=C1)OCC=1C=C2CN(CC2=CC1)C(=O)OC)F)CC=1N(C2=C(N1)C(=CC(=C2)C(=O)OCC)F)C[C@H]2OCC2 Ethyl 2-[[2,5-difluoro-4-[6-[(2-methoxycarbonylisoindolin-5-yl)methoxy]-2-pyridyl]phenyl]methyl]-7-fluoro-3-[[(2S)-oxetan-2-yl]methyl]benzimidazole-5-carboxylate